C1=CC=CC=2C3=CC=CC=C3C(C12)COC(=O)N([C@@H](COC[C@@H](C)O)C(=O)O)C N-(((9H-fluoren-9-yl)methoxy)carbonyl)-O-((R)-2-hydroxypropyl)-N-methyl-L-serine